8-methylpyrido[4,3-d]pyrimidin-7(6H)-one CC=1C(NC=C2C1N=CN=C2)=O